tert-Butyl [6-chloro-5-(2,4,6-trifluorophenyl)pyridin-3-yl]carbamate ClC1=C(C=C(C=N1)NC(OC(C)(C)C)=O)C1=C(C=C(C=C1F)F)F